O1CCC2=C1C=CC(=C2)S(=O)(=O)N2CCC(CC2)C=2N=C(SC2C)C(=O)N 4-(1-((2,3-dihydrobenzofuran-5-yl)sulfonyl)piperidin-4-yl)-5-methylthiazole-2-carboxamide